FC(COC1=CC=C(C=C1)C(=O)N1C[C@H](CC1)C1=CC=C(C=C1)F)(CN1N=NN=C1)F (R)-(4-(2,2-difluoro-3-(1H-tetrazol-1-yl)propoxy)phenyl)(3-(4-fluorophenyl)-pyrrolidin-1-yl)methanone